10-chloro-7H-benzimidazolo[2,1-a]benzo[de]isoquinolin-7-one ClC=1C=CC2=C(C1)N1C(C=3C=CC=C4C3C(C1=O)=CC=C4)=N2